tert-butyl 4-(6-amino-1,7-naphthyridin-8-yl)-5,6-dihydropyridine-1(2H)-carboxylate NC=1C=C2C=CC=NC2=C(N1)C1=CCN(CC1)C(=O)OC(C)(C)C